ClC(C)(C)C chlorotert-butane